FC(S(=O)(=O)ON1C(C(=C(C1=O)C1=CC=CC=C1)C1=CC=CC=C1)=O)(F)F N-(trifluoromethanesulfonyloxy)diphenylmaleimide